(E)-5-(3-(3'-Fluoro[1,1'-biphenyl]-2-yl)-3-oxoprop-1-en-1-yl)-2-Hydroxybenzenesulfonic acid FC=1C=C(C=CC1)C1=C(C=CC=C1)C(/C=C/C=1C=CC(=C(C1)S(=O)(=O)O)O)=O